C1(=CC=CC=C1)C1=CC=C(S1)C1=CC=C(C=C1)N [4-(5-phenyl-2-thienyl)phenyl]amin